1-iodo-4-vinylbenzene IC1=CC=C(C=C1)C=C